BrC=1C=C(C=CC1)C1(CC(C1)C)C1=C(N=NN1)C 5-(1-(3-bromophenyl)-3-methylcyclobutyl)-4-methyl-1H-1,2,3-triazole